N1CCCC[C@@]12CN(CCC2)C2=C1C(=NC=C2)NC=C1C1=NSC=N1 3-[4-[(6R)-1,8-diazaspiro[5.5]undec-8-yl]-1H-pyrrolo[2,3-b]pyridin-3-yl]-1,2,4-thiadiazole